C[C@H]1CC=C[C@@]23[C@@]1([C@H]([C@@H]([C@@H](O2)OC)C)C(=O)CC3)C The molecule is a sesquiterpenoid of the class of nardosinane-type terpenoids isolated from the Formosan soft coral Lemnalia flava. It has a role as a coral metabolite. It is a cyclic ether, a cyclic ketone, an organic heterotricyclic compound and a sesquiterpenoid.